hexadecylimidazoline C(CCCCCCCCCCCCCCC)N1C=NCC1